3-amino-6-(1-methyl-1H-imidazol-5-yl)pyrazine tert-Butyl-5-(4-methylpiperazin-1-yl)-1H-benzo[d]imidazole-1-carboxylate C(C)(C)(C)OC(=O)N1C=NC2=C1C=CC(=C2)N2CCN(CC2)C.NC=2C=NC(=CN2)C2=CN=CN2C